3-chloro-N-((3-(2,6-dioxopiperidin-3-yl)-4-oxo-3,4-dihydrobenzo[d][1,2,3]triazin-6-yl)methyl)-4-methylbenzamide ClC=1C=C(C(=O)NCC2=CC3=C(N=NN(C3=O)C3C(NC(CC3)=O)=O)C=C2)C=CC1C